(E)-2-cyano-3-(5-(1-(4,4-difluorocyclohexyl)-1,6-dihydroimidazo[4,5-d]pyrrolo[2,3-b]pyridin-2-yl)furan-2-yl)-N,N-dimethylacrylamide C(#N)/C(/C(=O)N(C)C)=C\C=1OC(=CC1)C1=NC=2C(=C3C(=NC2)NC=C3)N1C1CCC(CC1)(F)F